2,6-bis(4-chloro-2-ethyloxyphenyl)-4-(4-(4-methylphenyl)aminophenyl)pyridine ClC1=CC(=C(C=C1)C1=NC(=CC(=C1)C1=CC=C(C=C1)NC1=CC=C(C=C1)C)C1=C(C=C(C=C1)Cl)OCC)OCC